amino-5-((2-(1-(2-aminoethyl)-2-oxo-1,2-dihydropyridin-3-yl)ethyl)amino)-3-ethyl-2-methylpyrazolo[1,5-a]pyrimidine-6-carbonitrile hydrochloride Cl.NC1=C(C(=NC=2N1N=C(C2CC)C)NCCC=2C(N(C=CC2)CCN)=O)C#N